NC1=NC(=C(C=C1C=1C=C2CCNC(C2=CC1)=O)C1=CC=C(C=C1)N1CC2COCCN2CC1)F 6-(2-amino-6-fluoro-5-(4-(hexahydropyrazino[2,1-c][1,4]oxazin-8(1H)-yl)phenyl)pyridin-3-yl)-3,4-dihydroisoquinolin-1(2H)-one